ON(C1=C(C(=CC=C1)C)CC)O N,N-di-hydroxyethyl-m-toluidine